C1(=CC=C(C=C1)N(C=1C=C(C(=CC1)C=1C=C(C=CC1)C1=CC=CC=C1)C1=CC=C(C=C1)C1=CC=CC=C1)C1=CC=C(C=C1)C=1C2=CC=CC=C2C=2C=CC=CC2C1)C1=CC=CC=C1 biphenyl-4-yl-(4-phenanthrene-9-yl-phenyl)-[1,1':3',1'':2'',1''':4''',1'''']quinquephenyl-4''-yl-amine